N-((5-chloro-6-(trifluoromethyl)pyridin-2-yl)(trans-4-(trifluoromethyl)cyclohexyl)methyl)-3-oxopiperazine-1-carboxamide ClC=1C=CC(=NC1C(F)(F)F)C(NC(=O)N1CC(NCC1)=O)[C@@H]1CC[C@H](CC1)C(F)(F)F